N-{8,9-dimethoxy-1H,2H,4H,5H-oxepino[4,5-b]quinolin-11-yl}-1-ethylpiperidin-4-amine COC=1C(=CC=2C(=C3C(=NC2C1)CCOCC3)NC3CCN(CC3)CC)OC